ClC=1C2=C(N=CN1)N(C=C2)[C@@H]2[C@@H]1[C@]([C@@H]3[C@H]2OC(O3)(C)C)(C1)C=O (3aR,3bS,4aS,5R,5aS)-5-(4-Chloro-7H-pyrrolo[2,3-d]pyrimidin-7-yl)-2,2-dimethylhexahydrocyclopropa[3,4]cyclopenta[1,2-d][1,3]dioxole-3b-carbaldehyde